disulfosuccinate S(=O)(=O)(O)C(C(C(=O)[O-])S(=O)(=O)O)C(=O)[O-]